NCCOC=1C(=NC(=NC1Cl)Cl)NCCC1=C(NC2=C(C=C(C=C12)F)F)C 5-(2-aminoethoxy)-2,6-dichloro-N-[2-(5,7-difluoro-2-methyl-1H-indol-3-yl)ethyl]pyrimidin-4-amine